(S)-2'-Amino-7'-methyl-5'H,7'H-spiro[cyclopropane-1,8'-pyrano[4,3-b]pyridin]-5'-one NC1=CC=C2C(=N1)C1([C@@H](OC2=O)C)CC1